difluorophenyl-difluoroborane FC=1C(=C(C=CC1)B(F)F)F